C(C=C)(=O)N1C[C@@H]2COC3=C(C(N2CC1)=O)C(=NC(=C3Cl)C3=C(C=CC=C3O)F)N[C@H](C)C3=CC=CC=C3 (6aR)-8-propenoyl-4-chloro-3-(2-fluoro-6-hydroxyphenyl)-1-(((R)-1-phenylethyl)amino)-6,6a,7,8,9,10-hexahydro-12H-pyrazino[2,1-c]pyrido[3,4-f][1,4]oxazepin-12-one